1-tert-butyl malonate C(CC(=O)[O-])(=O)OC(C)(C)C